C(CC)C1C(=C(C(N1)=O)C(C1=CC=CC=C1)=O)O 1,5-dihydro-5-propyl-3-benzoyl-4-hydroxypyrrol-2-one